carbamic acid pyridin-2-ylmethyl ester N1=C(C=CC=C1)COC(N)=O